1-((dimethylamino)methyl)-2-naphthol CN(C)CC1=C(C=CC2=CC=CC=C12)O